(4-((2S,4R)-4-ethoxy-1-((5-methoxy-7-methyl-1H-indol-4-yl)methyl)piperidin-2-yl)benzoyl)histidine C(C)O[C@H]1C[C@H](N(CC1)CC1=C2C=CNC2=C(C=C1OC)C)C1=CC=C(C(=O)N[C@@H](CC2=CNC=N2)C(=O)O)C=C1